P(=O)(OCCCCCCC)(OCCCCCCC)OC Diheptyl methyl phosphate